5-bromo-1H-imidazole BrC1=CN=CN1